Pyrrolo-Benzodiazepine N1=NC=CC=C2C1=C1C(C=C2)=NC=C1